N1=CC=CC2=CC(=CC=C12)CC=O 2-(quinolin-6-yl)ethan-1-one